CC=1C=C(C=CC1)NC(=S)NC1=CC(=CC=C1)C N,N'-bis(3-methylphenyl)thiourea